N[C@H](C(=O)OC)CNC(=O)OC(C)(C)C methyl (S)-2-amino-3-((tert-butoxycarbonyl) amino)propanoate